ethyl 4-bromo-5-chloro-6-fluoro-1-hydroxy-2-phenyl-2,3-dihydro-1H-indene-2-carboxylate BrC1=C2CC(C(C2=CC(=C1Cl)F)O)(C(=O)OCC)C1=CC=CC=C1